C(C)C1=NC(=C2N1C(C(N(C2)C)=O)CC)C=2C=CC=C1C=C(N=CC21)C=2C=CC(=NC2)C(=O)OC Methyl 5-(8-(3,5-diethyl-7-methyl-6-oxo-5,6,7,8-tetrahydroimidazo[1,5-a]pyrazin-1-yl)isoquinolin-3-yl)picolinate